tert-butyl 6-[[3-[1-(trifluoromethyl) cyclopropyl]-1,2,4-oxadiazol-5-yl] methyl]-2-azaspiro[3.3]heptane-2-carboxylate FC(C1(CC1)C1=NOC(=N1)CC1CC2(CN(C2)C(=O)OC(C)(C)C)C1)(F)F